2-(4-(3,5'-dichloro-4-((3,5-difluoropyridin-2-yl)methoxy)-6-methyl-2-carbonyl-2H-[1,4'-bipyridyl]-2'-yl)thiazol-2-yl)-2-methylpropionamide ClC=1C(N(C(=CC1OCC1=NC=C(C=C1F)F)C)C1=CC(=NC=C1Cl)C=1N=C(SC1)C(C(=O)N)(C)C)=C=O